C(C(=C)C)(=O)OCCC[Si](Cl)(C)C gamma-methacryloxypropyl-dimethyl-monochlorosilane